(S)-6-((4-Bromo-2,3-dihydro-1H-inden-1-yl)amino)-2-methoxy-5-(trifluoromethyl)-nicotinonitrile BrC1=C2CC[C@@H](C2=CC=C1)NC1=NC(=C(C#N)C=C1C(F)(F)F)OC